C1(CCC1)CN1C[C@H](N(CC1)C1=CN=C(S1)C1=NNC(=C1C(C)C)C=1C=C(C=2N(C1)N=CN2)OC)C (R)-5-(4-(cyclobutylmethyl)-2-methylpiperazin-1-yl)-2-(4-isopropyl-5-(8-methoxy-[1,2,4]triazolo[1,5-a]pyridin-6-yl)-1H-pyrazol-3-yl)thiazole